6-(3-Chloro-6-(difluoromethyl)-2-fluorophenyl)-N-(1-((2-(methylsulfonyl)pyrimidin-5-yl)methyl)-1H-pyrazol-4-yl)pyrazine-2-carboxamide ClC=1C(=C(C(=CC1)C(F)F)C1=CN=CC(=N1)C(=O)NC=1C=NN(C1)CC=1C=NC(=NC1)S(=O)(=O)C)F